N-(5-(2-cyclopropyl-2-hydroxypropanoyl)-6-((2,3'-difluoro-[1,1'-biphenyl]-3-yl)methyl)-5-azaspiro[2.4]heptan-7-yl)-1,1-difluoromethanesulfonamide C1(CC1)C(C(=O)N1CC2(CC2)C(C1CC=1C(=C(C=CC1)C1=CC(=CC=C1)F)F)NS(=O)(=O)C(F)F)(C)O